2-(2-(2-isopropylphenyl)-4-((4-(1-methyl-4-(trifluoromethyl)-1H-imidazol-2-yl)benzyl)amino)-8-oxo-5,8-dihydropyrido[3,4-d]pyrimidin-7(6H)-yl)acetonitrile C(C)(C)C1=C(C=CC=C1)C=1N=C(C2=C(N1)C(N(CC2)CC#N)=O)NCC2=CC=C(C=C2)C=2N(C=C(N2)C(F)(F)F)C